3-(2-((4-(2-(4-chlorophenyl)-2,3-dihydrobenzo[b][1,4]dioxin-5-yl)piperidin-1-yl)methyl)-1-(oxazol-5-ylmethyl)-1H-imidazol-5-yl)acrylic acid ClC1=CC=C(C=C1)C1COC2=C(O1)C=CC=C2C2CCN(CC2)CC=2N(C(=CN2)C=CC(=O)O)CC2=CN=CO2